N-((4-(5-(1,1-difluoroethyl)-1,2,4-oxadiazol-3-yl)bicyclo[2.2.2]octan-1-yl)methyl)-3-fluoro-N-(2-methoxypyridin-4-yl)bicyclo[1.1.1]pentane-1-carboxamide FC(C)(F)C1=NC(=NO1)C12CCC(CC1)(CC2)CN(C(=O)C21CC(C2)(C1)F)C1=CC(=NC=C1)OC